[Cl-].C[N+](CCC[NH+](C)C)(C)C.[Cl-] N1,N1,N3,N3,N-pentamethylpropane-1,3-diaminium chloride